C[C@@H]1C(O[C@H]2[C@H]1[C@H]1N(CCC2)[C@@H](CC1)[C@H]1OC(C(=C1)C)=O)=O (1S,3aR,8S,10aS,10bR)-1-methyl-8-((S)-4-methyl-5-oxo-2,5-dihydrofuran-2-yl)decahydro-2H-furo[3,2-c]pyrrolo[1,2-a]azepin-2-one